1-(4-(7-(Benzyloxy)-3-bromo-2H-benzopyran-4-yl)-2-fluorophenyl)-4-(dimethoxymethyl)piperidine C(C1=CC=CC=C1)OC1=CC2=C(C(=C(CO2)Br)C2=CC(=C(C=C2)N2CCC(CC2)C(OC)OC)F)C=C1